8-[6-[3-(dimethylamino)propoxy]pyridin-3-yl]-3-methyl-1-(oxan-4-yl)imidazo[4,5-c]quinolin-2-one CN(CCCOC1=CC=C(C=N1)C1=CC=2C3=C(C=NC2C=C1)N(C(N3C3CCOCC3)=O)C)C